CC=1C(=CC2=C(N(C(N2)=O)[C@H]2CN(CCC2)CCCC(F)(F)F)C1)C=1C=C(C=2N(C1)N=CN2)C (R)-6-methyl-5-(8-methyl-[1,2,4]triazolo[1,5-a]pyridin-6-yl)-1-(1-(4,4,4-trifluorobutyl)piperidin-3-yl)-1,3-dihydro-2H-benzo[d]imidazol-2-one